C1(=CC=CC2=CC=CC=C12)C1(NC=NC=C1N)N 4-(Naphthalen-1-yl)pyrimidine-4,5-diamine